ClC=1C=CC(=NC1)NC(C1=C(C=CC(=C1)OC)NC(C1=CC=C(C=C1)C(N(C)C)=N)=O)=O N-(5-chloropyridin-2-yl)-2-[4-(N,N-dimethylcarbamimidoyl)benzamido]-5-methoxybenzamide